C(C)OP(OCC)(=O)CC(C)N1C=NC2=C(C1=O)C=C(N=C2C=2C=NC=CC2)C2=CC=C(C=C2)Cl 2-(6-(4-chlorophenyl)-4-oxo-8-(pyridin-3-yl)pyrido[3,4-d]Pyrimidin-3(4H)-yl)propyl-phosphonic acid diethyl ester